BrC1=CC=C(C=C1)[C@@H](C)OC (R)-1-bromo-4-(1-methoxyethyl)benzene